1-(4-(3,4-dichlorophenyl)-5-(isopropylsulfanyl)thiazol-2-yl)-1'-(dimethylcarbamoyl)-3-methyl-1h,1'h-[4,4'-bipyrazole]-5-carboxylic acid ClC=1C=C(C=CC1Cl)C=1N=C(SC1SC(C)C)N1N=C(C(=C1C(=O)O)C=1C=NN(C1)C(N(C)C)=O)C